2-((5-chloro-6-fluoro-1-(tetrahydro-2H-pyran-2-yl)-1H-indazol-4-yl)oxy)-3-nitroisonicotinic acid ClC=1C(=C2C=NN(C2=CC1F)C1OCCCC1)OC=1C(=C(C(=O)O)C=CN1)[N+](=O)[O-]